[H-].[Na+].C1(CC1)OC1=C(C=CC2=CN(N=C12)CC1=C2C=CNC2=C(C=C1OC)C)C#N 7-cyclopropoxy-2-((5-methoxy-7-methyl-1H-indol-4-yl)methyl)-2H-indazole-6-carbonitrile Sodium hydride